2-{4-[5-(aminomethyl)-2-pyridinyl]-1-piperazinyl}-1-ethanol NCC=1C=CC(=NC1)N1CCN(CC1)CCO